The molecule is a 7-hydroxyflavonol with additional hydroxy groups at positions 3 and 5 respectively; a growth inhibitor of breast tumor cells. It has a role as an antimicrobial agent, an EC 3.1.1.3 (triacylglycerol lipase) inhibitor and a plant metabolite. It is a trihydroxyflavone and a 7-hydroxyflavonol. C1=CC=C(C=C1)C2=C(C(=O)C3=C(C=C(C=C3O2)O)O)O